S(=O)(=O)(C1=CC=C(C)C=C1)N[C@@H](CCC(=O)[O-])C(=O)[O-] N-tosyl-L-glutamate